1-(4-cyanophenyl)-3-(2,4-dichloro-5-methoxyphenyl)thiourea C(#N)C1=CC=C(C=C1)NC(=S)NC1=C(C=C(C(=C1)OC)Cl)Cl